C[C@]1(NC(O[C@H]2C[C@@H]12)=N)C1=CC2=C(SC3=C2C=C(C=C3)C#CC)C=C1 (1S,5R,6S)-5-Methyl-5-(8-(prop-1-yn-1-yl)dibenzo[b,d]thiophen-2-yl)-2-oxa-4-azabicyclo[4.1.0]heptan-3-imine